C(C)C=1C=C(CN2CC(C2)O)C=C(C1)CC 1-(3,5-diethylbenzyl)-azetidin-3-ol